C(C1=CC=CC=C1)N1N=NC(=C1C1=NC(=CC=C1)C)C=1C=C2C=C(C=NC2=CC1)NCCN1CCN(CC1)C(C)C 6-[1-benzyl-5-(6-methyl-2-pyridyl)triazol-4-yl]-N-[2-(4-isopropylpiperazin-1-yl)ethyl]quinolin-3-amine